CCCCCCCCCCCCCCCC(=O)O[C@H](CCCCCCCCCCC)CC(=O)N[C@@H]1[C@H]([C@@H]([C@H](O[C@@H]1OP(=O)([O-])[O-])CO[C@H]2[C@@H]([C@H]([C@@H]([C@H](O2)CO)OP(=O)([O-])[O-])OC(=O)C[C@@H](CCCCCCCCCCC)OC(=O)CCCCCCCCCCCCC)NC(=O)C[C@@H](CCCCCCCCCCC)OC(=O)CCCCCCCCCCC)O)OC(=O)C[C@@H](CCCCCCCCCCC)O The molecule is a lipid A oxoanion arising from deprotonation of the phosphate OH groups of palmitoyllipid A; major species at pH 7.3. It is a conjugate base of a palmitoyllipid A.